Cl.NC1=CC=2N(C(=C1)C1=C(C(=C(C#N)C=C1)F)C)N=CN2 4-{7-amino-[1,2,4]triazolo[1,5-a]pyridin-5-yl}-2-fluoro-3-methylbenzonitrile hydrochloride